tert-butyl 6-[(2-sulfamoylphenyl)methyl]-2,6-diazaspiro[3.3]heptane-2-carboxylate S(N)(=O)(=O)C1=C(C=CC=C1)CN1CC2(CN(C2)C(=O)OC(C)(C)C)C1